(3'-fluoro-5-methyl-[2,2'-bipyridin]-3-yl)((1S,4S,6R)-6-((5-(trifluoromethyl)pyridin-2-yl)amino)-2-azabicyclo[2.2.1]hept-2-yl)methanone FC=1C(=NC=CC1)C1=NC=C(C=C1C(=O)N1[C@@H]2[C@@H](C[C@H](C1)C2)NC2=NC=C(C=C2)C(F)(F)F)C